C(C)(=O)[Sn]C(C)=O diacetyl-tin